[Si](C)(C)(C(C)(C)C)OCC1=NN(C(=C1N)C)C 3-(((tert-butyldimethylsilyl)oxy)methyl)-1,5-dimethyl-1H-pyrazol-4-amine